BrC1=C(C=C(C=C1)C1(CC2(CN(C2)C(=O)O)C1)O)OC(F)(F)F 6-(4-bromo-3-(trifluoromethoxy)phenyl)-6-hydroxy-2-azaspiro[3.3]Heptane-2-carboxylic acid